CN1N=C(C=C1)C=1C=C(NC1)C(=O)O 4-(1-methyl-1H-pyrazol-3-yl)-1H-pyrrole-2-carboxylic acid